(Z)-2-(fluoromethylene)tetrahydro-1H-pyrrolizine F\C=C/1\CC2CCCN2C1